The molecule is a lignan that is (+)-lariciresinol substituted by a methoxy group at position 5'. It has been isolated from the stems of Sinocalamus affinis. It has a role as a plant metabolite. It is a lignan, a member of oxolanes, a dimethoxybenzene and a member of phenols. It derives from a (+)-lariciresinol. COC1=CC(=CC(=C1O)OC)[C@@H]2[C@H]([C@H](CO2)CC3=CC(=C(C=C3)O)OC)CO